NCCC[Si](OC)(OC)C (3-aminopropyl)methyldimethoxysilane